C(#N)C(C(=O)OCC)=C(OC)C1=CC=C(C=C1)CNC(C1=C(C=CC(=C1)F)OC)=O ethyl 2-cyano-3-(4-((5-fluoro-2-methoxybenzamido) methyl)phenyl)-3-methoxyacrylate